CN(C)C(=[N+]1N=NC2=NC=CC=C21)N(C)C 1-[di(dimethylamino)methylene]-1H-1,2,3-triazolo[4,5-B]pyridinium